2-(4-(5-ethylpyrimidin-2-yl)piperazin-1-yl)-5-(4-(methylsulfonyl)phenoxy)thiazolo[5,4-b]pyridine C(C)C=1C=NC(=NC1)N1CCN(CC1)C=1SC2=NC(=CC=C2N1)OC1=CC=C(C=C1)S(=O)(=O)C